C12CNCC(CC1)N2C=2SC=1CN(CCC1N2)C(=O)C2COC1=C(O2)C=CC=C1 (2-(3,8-diazabicyclo[3.2.1]octan-8-yl)-6,7-dihydrothiazolo[5,4-c]pyridin-5(4H)-yl)(2,3-dihydrobenzo[b][1,4]dioxin-2-yl)methanone